[Br-].C(C)C(CCCCC)[N+](C)(C)C(CCCCC)CC bis(ethylhexyl)dimethyl-ammonium bromide